NCCN[C@@H]1C[C@@H](N(C1)C1=NC(=CC(=C1C#N)C)C)C(=O)N(C=1C=C(C=CC1)C)CC (2r,4r)-4-((2-aminoethyl)amino)-1-(3-cyano-4,6-dimethylpyridin-2-yl)-N-ethyl-N-(m-tolyl)pyrrolidine-2-carboxamide